4-chloro-6-methyl-N-(1-methyl-1H-pyrazol-4-yl)pyrimidin-2-amine ClC1=NC(=NC(=C1)C)NC=1C=NN(C1)C